C1(CC1)C1=NN=C(O1)C(=O)N1[C@H](C2=C(CC1)NC=N2)C2=NN1C(C(=CC=C1)C)=C2 (R)-(5-cyclopropyl-1,3,4-oxadiazol-2-yl)(4-(4-methylpyrazolo[1,5-a]pyridin-2-yl)-6,7-dihydro-1H-imidazo[4,5-c]pyridin-5(4H)-yl)methanone